C(=O)C=1CCN(CC1)C(=O)OC(C)(C)C tert-butyl 4-formyl-3,6-dihydro-2H-pyridine-1-carboxylate